5-(3-chloro-4-fluorophenyl)-N-(4-((4-ethylpiperazin-1-yl)methyl)phenyl)-4-(2-methoxyethoxy)-7H-pyrrolo[2,3-d]pyrimidin-2-amine ClC=1C=C(C=CC1F)C1=CNC=2N=C(N=C(C21)OCCOC)NC2=CC=C(C=C2)CN2CCN(CC2)CC